BrC1(CC1)C(CN1C=NC=C1C#N)(CC1=C(C=CC=C1)F)O 1-[2-(1-bromocyclopropyl)-3-(2-fluorophenyl)-2-hydroxypropyl]-1H-imidazole-5-carbonitrile